C(Cl)Cl Methylene Dichloride